C1(CCCCC1)OC(C(=C)C)=O.C(C(=C)C)(=O)OCC1CO1 glycidyl methacrylate cyclohexyl-methacrylate